C1=C2C=3C=C4C(=CC3NC2=CC=C1)C=1C=CC=CC1C4 5,11-dihydroindeno[1,2-b]carbazole